C(C)OC([C@H]([C@H](O)C1=C(N=C(S1)Cl)Cl)O)=O (2s,3s)-ethyl-3-(2,4-dichlorothiazol-5-yl)-2,3-dihydroxypropionate